CN(C1=NC2=C(N1)C=CC=C2C(=O)N)C 2-(dimethylamino)-1H-benzimidazole-4-carboxamide